(S)-2-(2-fluoro-2-methylpropanoyl)-N-(1-(4-fluorophenyl)ethyl)-1,2,3,4-tetrahydroisoquinoline-7-sulfonamide FC(C(=O)N1CC2=CC(=CC=C2CC1)S(=O)(=O)N[C@@H](C)C1=CC=C(C=C1)F)(C)C